(RS)-5-(1-acetylpiperidin-4-yl)-4,5-dihydroisoxazol C(C)(=O)N1CCC(CC1)[C@H]1CC=NO1 |r|